(4aS,8aS)-4-[tert-butyl(diphenyl)silyl]oxy-3,4,4a,5,6,7,8,8a-octahydro-1H-1,7-naphthyridin-2-one [Si](C1=CC=CC=C1)(C1=CC=CC=C1)(C(C)(C)C)OC1CC(N[C@@H]2CNCC[C@H]12)=O